NC=1C(=C(C=C2C=C(N=CC12)NC(OC1CN(C1)C(C)=O)=O)C=1C=NC=2CCCNC2C1C)F (1-acetylazetidin-3-yl) N-[8-amino-7-fluoro-6-(4-methyl-5,6,7,8-tetrahydro-1,5-naphthyridin-3-yl)-3-isoquinolyl]carbamate